Cl.Cl.N1(C=NC=C1)CCCCSC=1NC2=CC=C(C=C2CN1)Cl 2-((4-(1H-imidazol-1-yl)butyl)thio)-6-chloro-1,4-dihydroquinazoline dihydrochloride